N-(2-(5-(4-(4-(dimethylamino)but-2-enoyl)-2-oxopiperazin-1-yl)thiophen-2-yl)ethyl)pentanamide CN(CC=CC(=O)N1CC(N(CC1)C1=CC=C(S1)CCNC(CCCC)=O)=O)C